3-(6-Fluoropyridin-3-yl)-6-(3-hydroxyazetidin-1-yl)-2-(4-(4-methyl-4H-1,2,4-triazol-3-yl)piperidin-1-yl)benzonitrile FC1=CC=C(C=N1)C=1C(=C(C#N)C(=CC1)N1CC(C1)O)N1CCC(CC1)C1=NN=CN1C